C(C1=CC=CC=C1)O[C@@](C(=O)NNC(=O)C1=NC(=C(C=C1NC(OC(C)(C)C)=O)C(F)(F)F)Br)(CCCCC[C@H](C)O[Si](C1=CC=CC=C1)(C1=CC=CC=C1)C(C)(C)C)C(F)(F)F tert-Butyl (2-(2-((2R,8S)-2-(benzyloxy)-8-((tert-butyldiphenylsilyl)oxy)-2-(trifluoromethyl)nonanoyl)hydrazine-1-carbonyl)-6-bromo-5-(trifluoromethyl)pyridin-3-yl)carbamate